Cl.S1C(=CC=C1)/C=C/C1=NN(C=C1)C(=O)OC1CN(CC1)C (E)-1-methylpyrrolidin-3-yl 3-(2-(thiophen-2-yl)vinyl)-1H-pyrazole-1-carboxylate hydrochloride